methyl 4-((4'-(trifluoromethoxy)-[1,1'-biphenyl]-4-yl) amino)-1H-1,2,3-triazole-5-carboxylate FC(OC1=CC=C(C=C1)C1=CC=C(C=C1)NC=1N=NNC1C(=O)OC)(F)F